2-(3-ethylsulfonyl-6-iodo-imidazo[1,2-a]pyridin-2-yl)-3-methyl-6-(trifluoromethyl)imidazo-[4,5-b]pyridine C(C)S(=O)(=O)C1=C(N=C2N1C=C(C=C2)I)C2=NC=1C(=NC=C(C1)C(F)(F)F)N2C